(1-(benzo[d][1,3]dioxol-5-yl)-1H-1,2,3-triazol-4-yl)methanol O1COC2=C1C=CC(=C2)N2N=NC(=C2)CO